C[C@H](CC=C)O |o1:1| (R)- or (S)-pent-4-en-2-ol